Cl.C(C=C)OCC1CCNCC1 4-((allyloxy)methyl)piperidine HCl salt